C(C)(C)(C)OC(=O)N1C[C@H]([C@@H](CC1)C1=CC=C(C=C1)OC)CS(=O)(=O)C1=CC(=CC=C1)C#N |r| (+/-)-trans-3-{[(3-cyanophenyl)sulfonyl]methyl}-4-(4-methoxyphenyl)piperidine-1-carboxylic acid tert-butyl ester